ClC1=CC2=C(OC(CO2)C(=O)NC23CC(C2)(C3)NC(COC3=CC(=C(C=C3)F)F)=O)C=C1Cl 6,7-dichloro-N-{3-[2-(3,4-difluorophenoxy)acetamido]bicyclo[1.1.1]pentan-1-yl}-2,3-dihydro-1,4-benzodioxine-2-carboxamide